butyl-eicosanedioic acid C(CCC)C(C(=O)O)CCCCCCCCCCCCCCCCCC(=O)O